C(C)C(C(=O)OCC1CC2C(CC1)O2)=C 3,4-epoxycyclohexylmethyl α-ethylacrylate